NC1=C(C2=C(N=C(O2)C2CCOCC2)C=C1C(=O)N)C1=C(C(=CC=C1C)O)C 6-amino-7-(3-hydroxy-2,6-dimethyl-phenyl)-2-tetrahydropyran-4-yl-1,3-benzoxazole-5-carboxamide